1-benzyl-4-(1,3-dioxo-6-(4-(2-oxo-2H-chromen-3-carbonyl)piperazin-1-yl)-1H-benzo[de]isoquinolin-2(3H)-yl)pyridine C(C1=CC=CC=C1)N1CC=C(C=C1)N1C(C2=CC=CC=3C2=C(C1=O)C=CC3N3CCN(CC3)C(=O)C=3C(OC1=CC=CC=C1C3)=O)=O